2-butyl-1-(2,6-dimethoxyphenyl)-6-hydroxy-5-((1-methylpiperidin-4-yl)sulfonyl)pyrimidin-4(1H)-one C(CCC)C=1N(C(=C(C(N1)=O)S(=O)(=O)C1CCN(CC1)C)O)C1=C(C=CC=C1OC)OC